ClC1=C(C(=CC=C1)Cl)N1N=C(C(=C1)NC1=CC=C(C=C1)N1N=CN=C1C(C)C)C(=O)N 1-(2,6-dichlorophenyl)-4-((4-(5-isopropyl-1H-1,2,4-triazol-1-yl)phenyl)amino)-1H-pyrazole-3-carboxamide